N1C=NC2=C1C=COC21CCC(CC1)=O spiro[cyclohexane-1,4'-pyrano[3,4-d]imidazol]-4-one